COC(=O)N1CCC(CC1)CNC1=NN(C=2C=3N(N=CC21)C=C(C3)C3=CC=NC=C3)C(C)C 4-(((1-isopropyl-8-(pyridin-4-yl)-1H-pyrazolo[3,4-d]pyrrolo[1,2-b]pyridazin-3-yl)amino)methyl)piperidine-1-carboxylic acid methyl ester